C1(=CC=CC=C1)OC(NC(COC)COC)=O phenyl(1,3-dimethoxypropan-2-yl)carbamate